ClC1=C(C=CC=C1)[C@H]1CC[C@H](N1CC1=CN=C(C=C1)C1=CC=CC=C1)C(=O)O (2S,5R)-5-(2-chlorophenyl)-1-(6-phenylnicotinyl)pyrrolidine-2-carboxylic acid